1-(1,2,3,5,6,7-Hexahydro-s-indacen-4-yl)-3-[(1-methyl-1H-pyrazol-4-yl)[2-(methylamino)ethyl]sulfamoyl]urea sodium salt [Na].C1CCC2=C(C=3CCCC3C=C12)NC(=O)NS(N(CCNC)C=1C=NN(C1)C)(=O)=O